C(C)(=O)NC1=C(N=C(C(=N1)C=1C(=NC(=CC1)OCC)C(=O)N)Br)Br (6-acetamido-3,5-dibromopyrazin-2-yl)-6-ethoxypyridinecarboxamide